FC(C(=O)O)(F)F.FC=1C=2N(C=C(C1)NC(=O)N1CCC=3C1=NC=CC3N3C[C@@H](NCC3)C)C=C(N2)C (S)-N-(8-fluoro-2-methylimidazo[1,2-a]pyridin-6-yl)-4-(3-methylpiperazin-1-yl)-2,3-dihydro-1H-pyrrolo[2,3-b]pyridine-1-carboxamide 2,2,2-trifluoroacetate